oxo-1',2'-dihydrospiro[piperidine-4,3'-pyrrolo[2,3-c]pyridine]-1-carboxylate O=C1C2(C=3C(=CN=CC3)N1)CCN(CC2)C(=O)[O-]